C(CCCCC(C)C)OC(COCCO)O isooctoxydiethylene glycol